Dimethyl 4-bromo-1-(4-fluorobenzoyl)pyrrolo[1,2-a]quinoline-2,3-dicarboxylate BrC=1C=2N(C3=CC=CC=C3C1)C(=C(C2C(=O)OC)C(=O)OC)C(C2=CC=C(C=C2)F)=O